2-bromo-2,3-dihydrodispiro[indene-1,1'-cyclohexane-3',2''-[1,3]dioxolane]-3-ol BrC1C(C2=CC=CC=C2C12CC1(OCCO1)CCC2)O